CC1CN(C(=CC1)C1=CC=C2C=NN(C2=C1)C)C(=O)OC(C)(C)C tert-butyl 3-methyl-6-(1-methyl-1H-indazol-6-yl)-3,4-dihydropyridine-1(2H)-carboxylate